N1=C(C=CC=C1)N1CCN(CC1)CC1=CC=C(C=C1)NC(OCC1=CC=C(C=C1)Cl)=O 4-chlorobenzyl (4-((4-(pyridin-2-yl)piperazin-1-yl)methyl)phenyl)carbamate